NC1CCC(CC1)N 2,5-diaminocyclohexane